endo-Ethyl 3-methyl-2-azabicyclo[2.2.2]oct-5-ene-2-carboxylate CC1N(C2C=CC1CC2)C(=O)OCC